3,5-difluoro-N-hydroxy-4-((5-(pyridin-2-yl)-2H-tetrazol-2-yl)methyl)benzamide FC=1C=C(C(=O)NO)C=C(C1CN1N=C(N=N1)C1=NC=CC=C1)F